CN1CCOCC1 4-methyl-1,4-oxazinane